C(C)(=O)N1C(N(C2=C1C=CC(=C2)Cl)CC2=CC=C(CNC(C)=O)C=C2)=O N-(4-((3-acetyl-6-chloro-2-oxo-2,3-dihydro-1H-benzo[d]imidazol-1-yl)methyl)benzyl)acetamide